C(C)(C)(C)OC(NCC1CN(CC1)C1=NC(=NC=C1CNC(=O)C1(CC1)C#N)C1=CC(=C(C(=C1)[N+](=O)[O-])C)F)=O.C(=O)(OCC1C2=CC=CC=C2C2=CC=CC=C12)C1C(=O)N(C(C1)=O)O (Fmoc)N-hydroxysuccinimide tert-butyl-N-[[1-[5-[[(1-cyanocyclopropanecarbonyl)amino]methyl]-2-(3-fluoro-4-methyl-5-nitro-phenyl)pyrimidin-4-yl]pyrrolidin-3-yl]methyl]carbamate